COC=1C(=C2C=CNC2=C(C1)C)CN1[C@@H](C[C@H](CC1)OC1COC1)C1=CC=C(C(=O)O)C=C1 4-((2S,4S)-1-((5-methoxy-7-methyl-1H-indol-4-yl)methyl)-4-(oxetan-3-yloxy)piperidin-2-yl)benzoic acid